OCC1C(C1)C=1C=CC(=C(C(=O)O)C1)OC 5-(2-(hydroxymethyl)cyclopropyl)-2-methoxybenzoic acid